I(=O)(=O)[O-].[Fe+2].I(=O)(=O)[O-] Ferrous iodate